4-[1-(4-{5-[5-Fluoro-6-(2-methoxyethoxy)-1H-indazol-3-yl]-1,2-oxazol-3-yl}benzoyl)azetidin-3-yl]-1λ6-thiomorpholine-1,1-dione FC=1C=C2C(=NNC2=CC1OCCOC)C1=CC(=NO1)C1=CC=C(C(=O)N2CC(C2)N2CCS(CC2)(=O)=O)C=C1